[Zr].[Zn].[Cu] Copper-zinc-zirconium